1,4-dichloro-1,4-dioxobutane-2,3-diylbis(4-oxopentanoate) ClC(C(C(C(=O)Cl)C(C(=O)[O-])CC(C)=O)C(C(=O)[O-])CC(C)=O)=O